C1(CC1)CC1(CN(C1)C=1N=NC(=CC1)C1=NN(C2=CC=C(C=C12)O[C@H](C)C1=C(C=NC=C1Cl)Cl)C1OCCCC1)N 3-(cyclopropylmethyl)-1-[6-[5-[(1R)-1-(3,5-dichloro-4-pyridyl)ethoxy]-1-tetrahydropyran-2-yl-indazol-3-yl]pyridazin-3-yl]azetidin-3-amine